BrC=1N(N=C2C=CC(=CC12)C#N)CC1=C2C=CNC2=C(C=C1OC)C 3-bromo-2-((5-methoxy-7-methyl-1H-indol-4-yl)methyl)-2H-indazole-5-carbonitrile